(E)-(3-(trifluoromethoxy)phenyl)acrylic acid FC(OC=1C=C(C=CC1)C(C(=O)O)=C)(F)F